5-tert-butylisoxazol C(C)(C)(C)C1=CC=NO1